FC=1C=C(C=CC1)C1=CC=CC(=N1)C[C@@H]1N(CC[C@@H]1NS(=O)(=O)C)C(=O)C1(CCC1)O N-(cis-2-((6-(3-fluorophenyl)pyridin-2-yl)methyl)-1-((1-hydroxycyclobutyl)carbonyl)pyrrolidin-3-yl)methanesulfonamide